ClC1=C(C(=NC=C1)N)C#CC1CC1 4-chloro-3-(cyclopropylethynyl)pyridin-2-amine